(1s,4s)-1-ethyl-4-((5-(imidazo[1,2-a]pyrimidin-6-yl)-7H-pyrrolo[2,3-d]pyrimidin-2-yl)amino)cyclohexan-1-ol C(C)C1(CCC(CC1)NC=1N=CC2=C(N1)NC=C2C=2C=NC=1N(C2)C=CN1)O